2-[3,5-dichloro-4-[(3-methyl-2-oxo-1H-quinolin-6-yl)oxy]phenyl]-3,5-dioxo-1,2,4-triazine-6-carbonitrile ClC=1C=C(C=C(C1OC=1C=C2C=C(C(NC2=CC1)=O)C)Cl)N1N=C(C(NC1=O)=O)C#N